3,5-dichloro-N-(2,8-dimethyl-4-oxo-3-((2-(trifluoromethyl)pyridin-3-yl)methyl)-3,4-dihydroquinazolin-5-yl)-4-hydroxybenzamide ClC=1C=C(C(=O)NC2=C3C(N(C(=NC3=C(C=C2)C)C)CC=2C(=NC=CC2)C(F)(F)F)=O)C=C(C1O)Cl